(E)-3-fluoro-2-({[2-(4-methoxypiperidin-1-yl)pyrimidin-5-yl]oxy}methyl)prop-2-en-1-amine 4-methylbenzenesulfonate CC1=CC=C(C=C1)S(=O)(=O)O.F/C=C(\CN)/COC=1C=NC(=NC1)N1CCC(CC1)OC